3-chlorobenzyl (1-methyl-4-(5-(methyl-sulfonamido)pyridin-2-yl)-1H-1,2,3-triazol-5-yl)carbamate CN1N=NC(=C1NC(OCC1=CC(=CC=C1)Cl)=O)C1=NC=C(C=C1)NS(=O)(=O)C